((2R*,4S*)-2-ethyl-7-fluorochroman-4-yl)methanesulfonamide C(C)[C@H]1OC2=CC(=CC=C2[C@H](C1)CS(=O)(=O)N)F |o1:2,10|